2-(3-Phenoxybenzyl)-2H-indazole-6-carboxylic acid methyl ester COC(=O)C=1C=CC2=CN(N=C2C1)CC1=CC(=CC=C1)OC1=CC=CC=C1